4-chloro-7-fluoro-N,N-dimethyl-6-{1-[3-(1,2,3-triazol-1-yl)propanoyl]-5,6-dihydro-2H-pyridin-3-yl}-1H-indole-2-carboxamide ClC1=C2C=C(NC2=C(C(=C1)C=1CN(CCC1)C(CCN1N=NC=C1)=O)F)C(=O)N(C)C